O1C(CCCC1)OC1=CC=C(C=C1)CCC1=CC=C(C=C1)O.[Na] sodium 4-{2-[4-(tetrahydropyran-2-yloxy)phenyl]ethyl}phenol